1-(3-(4-(trifluoromethyl)phenyl)-2-oxa-7-azaspiro[4.4]non-3-en-7-yl)prop-2-en-1-one FC(C1=CC=C(C=C1)C=1OCC2(C1)CN(CC2)C(C=C)=O)(F)F